CC1=C2C(=NC=C1)NC=C2C#N 4-methyl-1H-pyrrolo[2,3-b]pyridine-3-carbonitrile